3-TBDMSoxoglutaric anhydride [Si](C)(C)(C(C)(C)C)C1C(C(=O)OC(C1)=O)=O